tert-butyl (1s,5s)-9,9-dimethyl-6-(4-(pyridin-2-yloxy) phenyl)-3,6-diazabicyclo[3.2.2]nonane-3-carboxylate CC1(C[C@@H]2CN(C[C@H]1N(C2)C2=CC=C(C=C2)OC2=NC=CC=C2)C(=O)OC(C)(C)C)C